BrC1=C(C(=O)[O-])C=C(C(=C1)F)[N+](=O)[O-] 2-bromo-4-fluoro-5-nitrobenzoate